OC[C@H]1CN(CC(O1)(C)C)CC(=O)NC=1C=C(C(=NC1)C)NC(=O)C=1C=NN2C1SC(=C2)C=2C(=NC=CC2)OC (R)-N-(5-(2-(6-(hydroxymethyl)-2,2-dimethylmorpholino)acetamido)-2-methylpyridin-3-yl)-2-(2-methoxypyridin-3-yl)pyrazolo[5,1-b]thiazole-7-carboxamide